C(C)(=O)C=1C=C(C=CC1)C=1C2=CN(N=C2C(=CC1)OC)C1(CC1)C(=O)NC1CCCC1 1-(4-(3-acetylphenyl)-7-methoxy-2H-indazol-2-yl)-N-cyclopentylcyclopropane-1-carboxamide